C(C)(C)[C@@H]1[C@H](OS(O1)(=O)=O)C(=O)OCC1=CC=CC=C1 benzyl (4S,5R)-5-isopropyl-1,3,2-dioxathiolane-4-carboxylate 2,2-dioxide